(trans-3-(3-cyclopropyl-4-(1-methyl-1H-pyrazolo[4,3-c]pyridin-6-yl)-1H-pyrazol-1-yl)cyclobutyl)methanamine C1(CC1)C1=NN(C=C1C1=CC2=C(C=N1)C=NN2C)[C@@H]2C[C@H](C2)CN